C/C(=C\\C(=O)OC)/OP(=O)(OC)OC The molecule is a dialkyl phosphate and an organophosphate insecticide. It has a role as an EC 3.1.1.7 (acetylcholinesterase) inhibitor, an acaricide, an agrochemical and an avicide. It derives from a methyl 3-hydroxybut-2-enoate.